1-methyldihydropyrimidine-2,4(1H,3H)-dione CN1C(NC(CC1)=O)=O